BrC=1C(=CC2=C(OCO2)C1)C=C1C=C(C(C(=C1)C(C)(C)C)=O)C(C)(C)C 4-((6-bromobenzo[d][1,3]dioxol-5-yl)methylene)-2,6-di-tert-butylcyclohex-2,5-dien-1-one